ClC=1C=C(C=NC1)C=1C=NC=CC1NC(=O)C1=NC2=CC(=CC=C2C=N1)NS(=O)(=O)C N-(5'-chloro-[3,3'-bipyridinyl]-4-yl)-7-(methylsulfonylamino)quinazoline-2-carboxamide